2-(2-(5-Fluoropyridin-2-yl)-5,6-dihydro-4H-pyrrolo[1,2-b]pyrazol-3-yl)-2-hydroxy-4,4,5,5-tetramethyl-1,3,2-dioxaborolan-2-uide FC=1C=CC(=NC1)C=1C(=C2N(N1)CCC2)[B-]2(OC(C(O2)(C)C)(C)C)O